C1=C(C=CC2=CC=CC=C12)C=1N(N=C2C=CC=CC12)C1=CC=CC=C1 3-(2-naphthyl)-2-phenyl-2H-indazole